3-(6-bromo-2-pyridinyl)-6-isopropoxy-imidazo[1,2-a]Pyrazine BrC1=CC=CC(=N1)C1=CN=C2N1C=C(N=C2)OC(C)C